COC=1C=C(C=CC1OC)/C=C/C(=O)C1=C(C=C(C=C1O)O)O (E)-3-(3,4-Dimethoxyphenyl)-1-(2,4,6-trihydroxyphenyl)prop-2-en-1-one